[C@H]12OC[C@H](N(C1)C1=CC=C(C(=N1)OC)C=1C=C3C(=CNC3=CC1Cl)C(=O)O)C2 5-(6-((1R,4R)-2-oxa-5-azabicyclo[2.2.1]heptan-5-yl)-2-methoxypyridin-3-yl)-6-chloro-1H-indole-3-carboxylic acid